ClC1=C2C(=CNC2=C(C=C1)NS(=O)(=O)C=1C=NN(C1)C[C@@H](C)O)C#N N-(4-chloro-3-cyano-1H-indol-7-yl)-1-[(2R)-2-hydroxypropyl]pyrazole-4-sulfonamide